N-(5-((2-((2-hydroxyethyl)amino)ethyl)carbamoyl)-2-methylpyridin-3-yl)-2-(1-methyl-1H-pyrazol-4-yl)pyrazolo[5,1-b]thiazole-7-carboxamide OCCNCCNC(=O)C=1C=C(C(=NC1)C)NC(=O)C=1C=NN2C1SC(=C2)C=2C=NN(C2)C